FC=1C(=C(C=CC1)NC1=C(NC2=C1C(NCC2)=O)C2=C(C=NC=C2)I)C 3-[(3-fluoro-2-methylphenyl)amino]-2-(3-iodopyridin-4-yl)-1H,5H,6H,7H-pyrrolo[3,2-c]pyridin-4-one